2-{[4-({2-[(2,4-dichlorophenoxy)methyl]pyridin-4-yl}oxy)piperidin-1-yl]methyl}-1-{[(3R)-oxolan-3-yl]methyl}-1H-1,3-benzodiazole-6-carboxylic acid ClC1=C(OCC2=NC=CC(=C2)OC2CCN(CC2)CC2=NC3=C(N2C[C@@H]2COCC2)C=C(C=C3)C(=O)O)C=CC(=C1)Cl